CC1(OB(OC1(C)C)C1=CC=C(C=C1)N1N=CN=C1)C 1-(4-(4,4,5,5-tetramethyl-1,3,2-dioxaborolan-2-yl)phenyl)-1H-1,2,4-triazole